O=C1NC(CCC1N1C(N(C2=C1C=CC(=C2)C2CCN(CC2)CCN2CCC(CC2)C(=O)O)C)=O)=O 1-[2-[4-[1-(2,6-dioxo-3-piperidyl)-3-methyl-2-oxo-benzimidazol-5-yl]-1-piperidyl]ethyl]piperidine-4-carboxylic acid